FC1=CC=C(C=C1)C1=CC=2C(=NC=C(C2)C=2C=C(SC2)C(=O)N2CC(CC2)NC(C)=O)N1 N-(1-(4-(2-(4-fluorophenyl)-1H-pyrrolo[2,3-b]pyridin-5-yl)thiophene-2-carbonyl)pyrrolidin-3-yl)acetamide